tert-butyl 3-[8-benzyloxy-4-(3,4-difluorophenyl)-3-tetrahydropyran-4-yl-1-isoquinolyl]propanoate C(C1=CC=CC=C1)OC=1C=CC=C2C(=C(N=C(C12)CCC(=O)OC(C)(C)C)C1CCOCC1)C1=CC(=C(C=C1)F)F